BrC(C(=C(F)F)F)(F)Br dibromotetrafluoropropene